(S)-2-(6-(N-(3-hydroxypropyl)-2-((4-nitrophenyl)carbamothioyl)hydrazine-1-carboxamido)benzo[d]thiazol-2-yl)-4,5-dihydrothiazole-4-carboxylic acid OCCCN(C(=O)NNC(NC1=CC=C(C=C1)[N+](=O)[O-])=S)C1=CC2=C(N=C(S2)C=2SC[C@@H](N2)C(=O)O)C=C1